SCCC[Si]([SiH3])(OCC)OCC 3-mercaptopropyl-(diethoxy)disilane